2,6-dihydroxy-N-(2-methoxyethyl)-N,5'-dimethyl-4-pentyl-1',2',3',4'-tetrahydro-[1,1'-biphenyl]-3-carboxamide OC1=C(C(=CC(=C1C(=O)N(C)CCOC)CCCCC)O)C1CCCC(=C1)C